4-fluoro-1-methylpyrrolidin-3-yl-((3-(methylcarbamoyl)-7-(trifluoromethyl)thieno[3,2-b]pyridin-5-yl)oxy)piperidine-1-carboxylic acid FC1C(CN(C1)C)C1(N(CCCC1)C(=O)O)OC1=CC(=C2C(=N1)C(=CS2)C(NC)=O)C(F)(F)F